(S)-2-amino-N-(4-(3-methoxypyridin-4-yl)phenyl)-3,3-diphenylpropanamide dihydrochloride Cl.Cl.N[C@H](C(=O)NC1=CC=C(C=C1)C1=C(C=NC=C1)OC)C(C1=CC=CC=C1)C1=CC=CC=C1